N1=CC=NC2=CC3=C(C4CNCC3C4)C=C21 7,8,9,10-Tetrahydro-6,10-methano-6H-pyrazino[2,3-h]-[3]benzazepin